2-(benzofuran-6-carbonyl)-5,7-dichloro-1,2,3,4-tetrahydroisoquinoline-6-carboxylic acid methyl ester COC(=O)C=1C(=C2CCN(CC2=CC1Cl)C(=O)C1=CC2=C(C=CO2)C=C1)Cl